C(C)(=O)OC[C@@H]1[C@H]([C@H]([C@@H](O1)N1C=NC=2C(N)=NC=NC12)O)O adenosyl acetate